6,8-Dihydroxy-9-cyclobutyl-2,2,4,4-tetramethyl-4,9-dihydro-1H-xanthene-1,3(2H)-dione OC=1C=C2OC=3C(C(C(C(C3C(C2=C(C1)O)C1CCC1)=O)(C)C)=O)(C)C